1-((2S,5S)-2,3-dihydro-2,5-methanobenzo[f][1,4]oxazepin-4(5H)-yl)-3,3-difluoro-2,2-dimethylpropan-1-one O1[C@@H]2CN([C@H](C3=C1C=CC=C3)C2)C(C(C(F)F)(C)C)=O